(3Z)-6-(octyloxymethyl)-3-hexenyl-lithium C(CCCCCCC)OCCC\C=C/CC[Li]